methyl 5-(5-{(1S)-1-[3-(1-cyanocyclopropyl)-5-(trifluoromethoxy)benzamido]ethyl}-3-cyclopropyl-1H-1,2,4-triazol-1-yl)pyrazine-2-carboxylate C(#N)C1(CC1)C=1C=C(C(=O)N[C@@H](C)C2=NC(=NN2C=2N=CC(=NC2)C(=O)OC)C2CC2)C=C(C1)OC(F)(F)F